NCCCC(=O)N1C[C@H]([C@H](CC1)N1C=CC2=CC=CC(=C12)C)C N-((3R,4S)-1-(4-aminobutanoyl)-3-methylpiperidin-4-yl)-7-methyl-1H-indole